(S,Z)-4'-(2-(Hydroxymethyl)-4-(methoxyimino)pyrrolidine-1-carbonyl)-3-methyl-[1,1'-biphenyl]-2-carbonitrile OC[C@H]1N(C\C(\C1)=N/OC)C(=O)C1=CC=C(C=C1)C=1C(=C(C=CC1)C)C#N